(2S)-2-amino-2-cyclobutyl-ethanol hydrochloride Cl.N[C@H](CO)C1CCC1